1,1'-diphenyl-[4,4'-bipyridine]-1,1'-diium C1(=CC=CC=C1)[N+]1=CC=C(C=C1)C1=CC=[N+](C=C1)C1=CC=CC=C1